FC(C1=CC=C(C=C1)I)(F)F 4-trifluoromethyl-iodobenzene